1-(2-(3-cyclopropylmethoxy-4-difluoromethoxyphenyl)-2-hydroxyethyl)-2,6-dimethylpyridin-4(1H)-one C1(CC1)COC=1C=C(C=CC1OC(F)F)C(CN1C(=CC(C=C1C)=O)C)O